N-(3-(6-amino-8-((6-iodobenzo[d][1,3]dioxol-5-yl)thio)-9H-purin-9-yl)propyl)pivalamide NC1=C2N=C(N(C2=NC=N1)CCCNC(C(C)(C)C)=O)SC1=CC2=C(OCO2)C=C1I